ClC=1C=CC(=C(C1Cl)[N+](=O)[O-])F 5,6-dichloro-2-fluoronitrobenzene